N-butyl carbamate CCCCOC(=O)N